C(C)(C)(C)N1CC(CC1)N(C(=O)C=1N=C(SC1)C#C)C1=CC(=CC(=C1)OC)OC N-(1-(tert-Butyl)pyrrolidin-3-yl)-N-(3,5-dimethoxyphenyl)-2-ethynylthiazole-4-carboxamide